ClC1=NC=CC(=N1)C=1C=NC(=C(C1)F)OC 2-chloro-4-(5-fluoro-6-methoxypyridin-3-yl)pyrimidine